1-tert-Butyl-4-[3-(4,4,5,5-tetramethyl-[1,3,2]dioxaborolan-2-yl)-phenyl]-piperazine C(C)(C)(C)N1CCN(CC1)C1=CC(=CC=C1)B1OC(C(O1)(C)C)(C)C